COC(C(O)C)=O methyllactate